2-acetamidopyrazolo[1,5-a]pyridin-3-ylamine C(C)(=O)NC1=NN2C(C=CC=C2)=C1N